OC1(CC(C1)NC=1C2=C(N(C(N1)=O)C1=C(C=CC=C1)Cl)N=C(C=C2)C(F)(F)F)C(F)(F)F 4-{[(trans)-3-hydroxy-3-(trifluoro-methyl)cyclobutyl]amino}-1-(2-chlorophenyl)-7-(trifluoromethyl)pyrido-[2,3-d]pyrimidin-2(1H)-one